methyl 3-((4-chlorophenyl) amino)-5-oxopyrrolidine-3-carboxylate ClC1=CC=C(C=C1)NC1(CNC(C1)=O)C(=O)OC